FC=1C=C(CNC=2NC(=C(N2)C=2C=C3C(=CN2)N(N=C3)C)C3=NC(=CC=C3)C)C=CC1 N-(3-fluorobenzyl)-4-(1-methyl-1H-pyrazolo[3,4-c]pyridin-5-yl)-5-(6-methyl-pyridin-2-yl)-1H-imidazol-2-amine